NC1=NC=2C=C(C(=CC2C2=C1COC2)C(=O)N2[C@@H](COC[C@@H]2C)C=2N=NC(=CC2)OCC)Cl (4-amino-7-chloro-1,3-dihydrofuro[3,4-c]quinolin-8-yl)((3R,5S)-3-(6-ethoxy-3-pyridazinyl)-5-methyl-4-morpholinyl)methanone